The molecule is a purine ribonucleoside 5'-monophosphate that is adenosine 5'-monophosphate in which one of the hydroxy groups of the phosphate has been condensed with the carboxylic acid group of L-threonine. It is a purine ribonucleoside 5'-monophosphate and a L-threonine derivative. It derives from an adenosine 5'-monophosphate. It is a conjugate acid of a L-threonyl-AMP(1-). C[C@H]([C@@H](C(=O)OP(=O)(O)OC[C@@H]1[C@H]([C@H]([C@@H](O1)N2C=NC3=C(N=CN=C32)N)O)O)N)O